(R) or (S)-4-(1-(dimethylamino)-2-methylpropan-2-yl)-N'-((1,2,3,5,6,7-hexahydro-s-indacen-4-yl)carbamoyl)benzenesulfonimidamide CN(CC(C)(C)C1=CC=C(C=C1)[S@@](=O)(N)=NC(NC1=C2CCCC2=CC=2CCCC12)=O)C |o1:12|